1-hydroxypropyl-3,3-dimethyl-spiro[indoline-2,3'-[3H]-naphtho[2,1-b][1,4]oxazine] OC(CC)C1=NC2=C(OC13NC1=CC=CC=C1C3(C)C)C=CC3=CC=CC=C32